BrC1=C(C=C(C=C1)S(=O)(=O)NC1CC(C1)O)C 4-bromo-N-((1R,3R)-3-hydroxycyclobutyl)-3-methylbenzenesulfonamide